FC(C(=O)O)(F)F.NC=1C(=NC(=CC1)OC)CCCCCC1=C(C=CC(=C1)F)NC1=C(C(=O)O)C=C(C=N1)C(F)(F)F 2-((2-(5-(3-amino-6-methoxypyridin-2-yl)pentyl)-4-fluorophenyl)amino)-5-(trifluoromethyl)nicotinic acid, trifluoroacetate salt